ClC=1C(=CC(=C(C1)S(=O)(=O)N(CC1=CC=C(C=C1)OC)C1=NC(=CC=C1)F)F)C1CC(CC1)(O[Si](C)(C)C)C#N 5-chloro-4-(3-cyano-3-((trimethylsilyl)oxy)cyclopentyl)-2-fluoro-N-(6-fluoropyridin-2-yl)-N-(4-methoxybenzyl)benzenesulfonamide